tert-Butyl (2-(3-(imino(4-methoxypyridin-2-yl)methyl)thioureido)-5-(trifluoromethyl)pyridin-3-yl)(methyl)carbamate N=C(NC(NC1=NC=C(C=C1N(C(OC(C)(C)C)=O)C)C(F)(F)F)=S)C1=NC=CC(=C1)OC